({3-[(2S)-2-(4-chlorophenyl)-2-hydroxy(2-2H)ethyl]-1,2,4-oxadiazol-5-yl}methyl)-5-methyl-1H-pyrimidine-2,4-dione ClC1=CC=C(C=C1)[C@@](CC1=NOC(=N1)CN1C(NC(C(=C1)C)=O)=O)([2H])O